CC1(N(CCC1)C1=NC(=CC=C1C(=O)NS(=O)(=O)C1=CC=NN1)C1=CC(=CC(=C1)OCC(C)C)F)C 2-(2,2-Dimethylpyrrolidin-1-yl)-6-(3-fluoro-5-isobutoxyphenyl)-N-(1H-pyrazol-5-ylsulfonyl)pyridin-3-carboxamid